1-(pyridin-2-ylmethyl)-3-(cyclohex-1-ylethynyl)-4-(4-(trifluoromethyl)phenyl)-1H-pyrrole-2,5-dione N1=C(C=CC=C1)CN1C(C(=C(C1=O)C1=CC=C(C=C1)C(F)(F)F)C#CC1CCCCC1)=O